5-bipyridinecarboxylic acid N1=C(C=CC(=C1)C(=O)O)C1=NC=CC=C1